C[Si](CCOCN1C=CC=2C(=C1)CCCN2)(C)C 6-((2-(trimethylsilyl)ethoxy)methyl)-2,3,4,6-tetrahydropyrido[2,3-d]pyridine